2-(benzylamino)-6,6,6-trifluoro-4-methylhexanenitrile C(C1=CC=CC=C1)NC(C#N)CC(CC(F)(F)F)C